3-((3S,5R)-3-methyl-5-((5-(5-methyl-1,3,4-oxadiazol-2-yl)-1H-pyrrolo[2,3-b]pyridin-4-yl)amino)piperidin-1-yl)propanenitrile C[C@@H]1CN(C[C@@H](C1)NC1=C2C(=NC=C1C=1OC(=NN1)C)NC=C2)CCC#N